6-(4-(3-chloro-4-fluorophenyl)-1-(tetrahydrofuran-3-yl)-1H-imidazol-5-yl)imidazo[1,2-b]pyridazine-3-carbonitrile ClC=1C=C(C=CC1F)C=1N=CN(C1C=1C=CC=2N(N1)C(=CN2)C#N)C2COCC2